3-(5-((1-ethyl-4,4-dimethylpiperidin-3-yl)oxy)-1-oxoisoindolin-2-yl)piperidine-2,6-dione C(C)N1CC(C(CC1)(C)C)OC=1C=C2CN(C(C2=CC1)=O)C1C(NC(CC1)=O)=O